3-ethyl-3-(cyclohexyloxy)methyloxetane tert-butyl-4-(3-amino-4-((2-methyl-2H-indazol-5-yl)carbamoyl)phenyl)-3,6-dihydropyridine-1(2H)-carboxylate C(C)(C)(C)OC(=O)N1CCC(=CC1)C1=CC(=C(C=C1)C(NC1=CC2=CN(N=C2C=C1)C)=O)N.C(C)C1(COC1)COC1CCCCC1